7-amino-3-(2-fluoro-6-methyl-phenyl)-1-[(3S)-1-methylpyrrolidin-3-yl]-4H-pyrimido[4,5-d]pyrimidin-2-one NC1=NC=C2C(=N1)N(C(N(C2)C2=C(C=CC=C2C)F)=O)[C@@H]2CN(CC2)C